8-(benzyl-(methyl)amino)-6-fluoro-4-hydroxy-9H-pyrimido[4,5-b]indole-2-carboxylic acid C(C1=CC=CC=C1)N(C=1C=C(C=C2C3=C(NC12)N=C(N=C3O)C(=O)O)F)C